1-[(2-oxo-4-propylpyrrolidin-1-yl)methyl]-2-(1H-pyrazol-3-yl)-1H-benzimidazole-5-carbonitrile O=C1N(CC(C1)CCC)CN1C(=NC2=C1C=CC(=C2)C#N)C2=NNC=C2